NC1=CN=C[N-]1.COC=1C=C(NC=2C=C(C=NC2)C=2C=C(C=CC2)NC(C)=O)C=C(C1OC)OC N-[3-[5-(3,4,5-trimethoxy-anilino)-3-pyridyl]phenyl]acetamide 5-amino-imidazolate